C1(=CC=C(C=C1)C1=CN=C(N1)C1NCCCC1)C 2-(5-(p-tolyl)-1H-imidazol-2-yl)piperidin